The molecule is a purine 2'-deoxyribonucleoside consisting of 2'-deoxyguanosine having a 1-carboxyethyl group attached at the N(2)-position. It derives from a 2'-deoxyguanosine. CC(C(=O)O)NC1=NC2=C(C(=O)N1)N=CN2[C@H]3C[C@@H]([C@H](O3)CO)O